ClC1=CC=C(C=C1)C=1N=C(SC1)NC=1C=NC(=NC1)C(=O)OC methyl 5-((4-(4-chlorophenyl)thiazol-2-yl)amino)pyrimidine-2-carboxylate